4-(3-(pyridin-3-yl)benzyl)quinoline-3,4-diamine N1=CC(=CC=C1)C=1C=C(CC2(C(C=NC3=CC=CC=C23)N)N)C=CC1